C(C)OC1=C(C=C(C=C1)S(=O)(=O)N1CCN(CC1)C)C1=NN2C(C(N1)=O)=C(C(=C2CCC)C(=O)NO)C 2-(2-Ethoxy-5-((4-methylpiperazin-1-yl)sulfonyl)phenyl)-N-hydroxy-5-methyl-4-oxo-7-propyl-3,4-dihydropyrrolo[2,1-f][1,2,4]triazin-6-carboxamid